FC(OC=1C=CC(=C(C1)N1C(N([C@H](C1)C#N)C1=CN=CC2=CC=CC=C12)=O)F)F (R)-1-(5-(difluoromethoxy)-2-fluorophenyl)-3-(isoquinolin-4-yl)-2-oxoimidazoline-4-carbonitrile